[Cl-].C(CCCCCCCCCCC)C(CO)[NH+](C)C 1-dodecyl-(2-hydroxyethyl)-dimethylammonium chloride